6-Amino-3-(4'-chloro-3-((methylsulfonyl)methylene)-1',2'-dihydrospiro[cyclopentane-1,3'-pyrrolo[2,3-b]pyridin]-5'-yl)-2-fluoro-N,N-dimethylbenzamide NC1=CC=C(C(=C1C(=O)N(C)C)F)C=1C(=C2C(=NC1)NCC21CC(CC1)=CS(=O)(=O)C)Cl